FC1=NC(=C2N=CN(C2=N1)C1OCCCC1)NCC1=CC=C(O1)OC 2-fluoro-6-(5-methoxyfurfurylamino)-9-(tetrahydro-2H-pyran-2-yl)-9H-purine